(3R)-3-{[2-(1-methyl-1H-pyrazol-3-yl)-7-(trifluoromethyl)[1,2,4]triazolo[1,5-c]quinazolin-5-yl]amino}azepan-2-one CN1N=C(C=C1)C1=NN2C(=NC=3C(=CC=CC3C2=N1)C(F)(F)F)N[C@H]1C(NCCCC1)=O